1H-imidazole-2,4,5-triamine N1C(=NC(=C1N)N)N